(R)-2-(5-(2-((2,3-dihydro-1H-inden-2-yl)amino)-5,6,7,8-tetrahydroquinazolin-5-yl)-1,3,4-oxadiazol-2-yl)-1-(3,4,6,7-tetrahydro-5H-[1,2,3]triazolo[4,5-c]pyridin-5-yl)ethan-1-one C1C(CC2=CC=CC=C12)NC1=NC=2CCC[C@H](C2C=N1)C1=NN=C(O1)CC(=O)N1CC2=C(CC1)N=NN2